C1(CC1)S(=O)(=O)N1N=CC(=C1)C1=NC=CC(=N1)NC1=NC=C(C(=C1)N1CCC(CC1)CCN(C)C)C#CC1(CC1)C (1-(cyclopropylsulfonyl)-1H-pyrazol-4-yl)-N-(4-(4-(2-(dimethylamino)ethyl)piperidin-1-yl)-5-((1-methylcyclopropyl)ethynyl)pyridin-2-yl)pyrimidin-4-amine